COC(N[C@H](C(=O)NC=1C(N(C=CC1)CC1=NC2=C(N1)C=CC(=C2)F)=O)CC\C=C\C(=O)N(C)C)=O Methyl-(S,E)-(7-(dimethylamino)-1-((1-((5-fluoro-1H-benzo[d]imidazol-2-yl)methyl)-2-oxo-1,2-dihydropyridin-3-yl)amino)-1,7-dioxohept-5-en-2-yl)carbamat